N-benzyl-N-(5-methylisoxazol-3-yl)-3-phenylpropiolamide C(C1=CC=CC=C1)N(C(C#CC1=CC=CC=C1)=O)C1=NOC(=C1)C